ClC1=CC(=NC(=C1)NC1=CC(=CC=C1)F)C(=O)N(C)C1CC2=CC=CC=C2C1 4-chloro-N-(2,3-dihydro-1H-inden-2-yl)-6-((3-fluorophenyl)amino)-N-methylpyridinamide